COC1=CC=C(C=C1)C1=NOC(=N1)N1CCN(CC1)C(=O)NCC1CNCC1 4-(3-(4-methoxyphenyl)-1,2,4-oxadiazol-5-yl)-N-(pyrrolidin-3-ylmethyl)piperazine-1-carboxamide